SOCC O-Mercaptoethanol